[Li].C1(=CC=CC=C1)PC1=CC(=CC(=C1)C)C phenyl-(3,5-dimethylphenyl)phosphine lithium